N,N'-((10-(2-morpholinoethyl)-10H-benzo[b]pyrido[2,3-e][1,4]oxazine-3,7-diyl)bis(2-(trifluoromethyl)-4,1-phenylene))dimethanesulfonamide O1CCN(CC1)CCN1C2=C(OC3=C1N=CC(=C3)C3=CC(=C(C=C3)NS(=O)(=O)C)C(F)(F)F)C=C(C=C2)C2=CC(=C(C=C2)NS(=O)(=O)C)C(F)(F)F